4-(4-(tert-butyl)naphthalen-2-yl)thiazolo[5,4-c]pyridine C(C)(C)(C)C1=CC(=CC2=CC=CC=C12)C1=NC=CC2=C1SC=N2